NC1=NC=NN2C1=C(C=C2C=2C=C(C(=NC2)OC)C(=O)N[C@@H]2CN(C[C@@H]2F)C(=O)C=2N=CSC2)CN2CCC(CC2)(F)F 5-{4-amino-5-[(4,4-difluoropiperidin-1-yl)methyl]pyrrolo[2,1-f][1,2,4]triazin-7-yl}-N-[(3R,4S)-4-fluoro-1-(1,3-thiazole-4-carbonyl)pyrrolidin-3-yl]-2-methoxypyridine-3-carboxamide